N-(4-carboxybenzyl)-N,N-dimethyl-2,3-di(oleoyloxy)propan-1-aminium C(=O)(O)C1=CC=C(C[N+](CC(COC(CCCCCCC\C=C/CCCCCCCC)=O)OC(CCCCCCC\C=C/CCCCCCCC)=O)(C)C)C=C1